3,3-dimethyl-2,3-dihydrofuro[3,2-b]pyridine-6-carboxylic acid CC1(COC=2C1=NC=C(C2)C(=O)O)C